C(=C)(C)C1CCCC(C1)C(=C)C 4,6-diisopropenylcyclohexane